hexahydropyrrolo[3,4-b][1,4]oxazine-6(2H)-carboxylate O1C2C(NCC1)CN(C2)C(=O)[O-]